1,3-dimethylperhydrofluorene CC1CC(CC2C3CCCCC3CC12)C